C(=C)C=1C=C2C=CC(=NC2=NC1)O 6-vinyl-1,8-naphthyridin-2-ol